bithiophenealdehyde S1C(=C(C=C1)C=O)C=1SC=CC1